C(C)(C)(C)C1=NC(=NO1)C(=O)NC1CC2(C1)CN(CC2)C=2C=1N(C=C(N2)C=2C=NN(C2)C)N=CC1 5-(tert-butyl)-N-((2r,4s)-6-(6-(1-methyl-1H-pyrazol-4-yl)pyrazolo[1,5-a]pyrazin-4-yl)-6-azaspiro[3.4]oct-2-yl)-1,2,4-oxadiazole-3-carboxamide